C(C)(=O)N1CCC(CC1)N1N=CC(=C1C)C=1C=C(C=2N(C1)N=CC2C#N)SC2=NC(=C(C=C2F)F)C 6-(1-(1-acetylpiperidin-4-yl)-5-methyl-1H-pyrazol-4-yl)-4-((3,5-difluoro-6-methylpyridin-2-yl)thio)pyrazolo[1,5-a]pyridine-3-carbonitrile